N(=O)N(CCCC(=O)O)C N-nitroso-N-methyl-4-aminobutanoic acid